[2,6]naphthyridin C1=NC=CC2=CN=CC=C12